FC1=C(C=CC=C1)N1C=C(C=C1)C#N (2-fluorophenyl)-1H-pyrrole-3-carbonitrile